Cl.C1(=CC=CC=C1)OC=1C=2N(C=C(N1)C(=O)N)C=CN2 8-(phenyloxy)imidazo[3,2-a]pyrazine-6-carboxamide hydrochloride